NC=1CN(CCC1C)C 3-amino-1,4-dimethyl-5H-pyridin